(2,2-difluorovinyl)-N-(1,2,4-thiadiazol-5-yl)benzamide FC(=CC1=C(C(=O)NC2=NC=NS2)C=CC=C1)F